1-((1,5-dimethyl-1H-pyrazol-4-yl)sulfonyl)-4-(7-methyl-2,3-dihydrobenzo[b][1,4]dioxin-6-yl-2,2,3,3-d4)piperidine CN1N=CC(=C1C)S(=O)(=O)N1CCC(CC1)C1=CC2=C(OC(C(O2)([2H])[2H])([2H])[2H])C=C1C